4-(2-fluorophenyl)-5-(isopropyl(methyl)carbamoyl)-2-oxopyridin FC1=C(C=CC=C1)C1=CC(NC=C1C(N(C)C(C)C)=O)=O